CC1=CC=C(C=N1)CC1=CC=C(C=C1)NC([O-])=O (4-((6-methylpyridin-3-yl)methyl)phenyl)carbamate